2,6-Naphthalenedicarboxylic Acid C1=C(C=CC2=CC(=CC=C12)C(=O)O)C(=O)O